Cl.Cl.N1N=NC(=C1)C1(CC1)N 1-(1H-1,2,3-triazol-4-yl)cyclopropan-1-amine bis(hydrochloride)